tert-Butyl N-isopropoxycarbamate C(C)(C)ONC(OC(C)(C)C)=O